2-[[1-[(2-Bromophenyl)methyl]-5-(3-isopropoxyphenyl)pyrazol-3-yl]methoxy]-2-methyl-propanoic acid BrC1=C(C=CC=C1)CN1N=C(C=C1C1=CC(=CC=C1)OC(C)C)COC(C(=O)O)(C)C